O1C=CC2=C1C=C(C=C2)C[C@@H](C)NC (R)-1-(benzofuran-6-yl)-N-methylpropan-2-amine